C1(CC1)C=1C=NC2=C(C=C(C=C2C1)CNC1=CC(=NC=N1)NC(=O)[C@@H]1[C@H](C1)C1=NC=CC(=N1)C)N1C(N(C(C1)=O)C)=O (1S,2S)-N-(6-(((3-cyclopropyl-8-(3-methyl-2,4-dioxoimidazolidin-1-yl)quinolin-6-yl)methyl)amino)pyrimidin-4-yl)-2-(4-methylpyrimidin-2-yl)cyclopropane-1-carboxamide